bis[bis[2-methyladamantylacetyloxymethoxyphenyl]phenylsulfonium] methanedisulfonate C(S(=O)(=O)[O-])S(=O)(=O)[O-].CC1C2(CC3CC(CC1C3)C2)CC(=O)OCOC2=C(C=CC=C2)[S+](C2=CC=CC=C2)C2=C(C=CC=C2)OCOC(CC23C(C1CC(CC(C2)C1)C3)C)=O.CC3C1(CC2CC(CC3C2)C1)CC(=O)OCOC1=C(C=CC=C1)[S+](C1=CC=CC=C1)C1=C(C=CC=C1)OCOC(CC12C(C3CC(CC(C1)C3)C2)C)=O